N-(4-Methoxy-7-morpholin-4-yl-thiazolo[4,5-c]pyridin-2-yl)-N',N'-dimethyl-terephthalamid COC1=NC=C(C2=C1N=C(S2)NC(C2=CC=C(C(=O)N(C)C)C=C2)=O)N2CCOCC2